(7-Azabenzotriazole) N1N=NC2=C1N=CC=C2